5-(bromomethyl)-3-methylene-5-(m-tolyl)dihydrofuran-2(3H)-one BrCC1(CC(C(O1)=O)=C)C=1C=C(C=CC1)C